SC(CC(=O)O)CC.SC(CC(=O)O)CC.SC(CC(=O)O)CC.C(O)C(CC)(CO)CO trimethylolpropane tris(3-mercaptovalerate)